1-(cyclopropyl(phenyl)carbamoyl)-4-(2-(diphenylamino)-2-oxoethyl)piperidine-4-carboxylic acid C1(CC1)N(C(=O)N1CCC(CC1)(C(=O)O)CC(=O)N(C1=CC=CC=C1)C1=CC=CC=C1)C1=CC=CC=C1